N-(((9H-fluoren-9-yl)methoxy)carbonyl)-O-((R)-4-((tert-butoxycarbonyl)amino)butan-2-yl)-L-serine C1=CC=CC=2C3=CC=CC=C3C(C12)COC(=O)N[C@@H](CO[C@H](C)CCNC(=O)OC(C)(C)C)C(=O)O